ClC1=CC(=C(C=C1)[C@]1(OC2=C(O1)C=CC=C2C2CCN(CC2)CC2=NC1=C(N2CC2=CN=CN2CC)C=C(C=C1)C(=O)O)C)F 2-({4-[(2R)-2-(4-chloro-2-fluorophenyl)-2-methyl-1,3-benzodioxol-4-yl]piperidin-1-yl}methyl)-1-[(1-ethyl-1H-imidazol-5-yl)methyl]-1H-benzimidazole-6-carboxylic acid